NC1(C=C(C(C=C1)=C1C=CC(N)(C=C1)N)CC(=O)O)N 4,4'-diaminobenzidineacetic acid